2-(3-(2-((1,5-dimethyl-1H-pyrazol-3-yl)amino)-5-methylpyrimidin-4-yl)-1H-indol-7-yl)-4-(3-methylpyridin-4-yl)-2,3-dihydro-1H-pyrrolo[3,4-c]pyridin-1-one CN1N=C(C=C1C)NC1=NC=C(C(=N1)C1=CNC2=C(C=CC=C12)N1CC=2C(=NC=CC2C1=O)C1=C(C=NC=C1)C)C